[N+](=O)([O-])C1=CC(=C(C=C1)N1CCOCC1)C=1C=NNC1 4-(4-nitro-2-(1H-pyrazol-4-yl)phenyl)morpholine